6-(2-chlorophenyl)-4-phenyl-1,3,5-triazin-2(1H)-one ClC1=C(C=CC=C1)C1=NC(=NC(N1)=O)C1=CC=CC=C1